ClC1=NC=CC(=C1)CN1N=C2N(CCCC2)C1=O (5RS)-2-[(2-Chloropyridin-4-yl)methyl]-3-oxo-2,3,5,6,7,8-hexahydro[1,2,4]triazolo[4,3-a]pyridin